CS(=O)(=O)OC1=C(C(=CC=C1)Cl)[C@H]1CC(=NO1)C=1N=C(SC1)C1CCN(CC1)C(CN1N=C(C=C1C(F)F)C(F)F)=O 2-{(5R)-3-[2-(1-{[3,5-bis(difluoromethyl)-1H-pyrazol-1-yl] acetyl} piperidin-4-yl)-1,3-thiazol-4-yl]-4,5-dihydro-1,2-oxazol-5-yl}-3-chlorophenyl methanesulfonate